NS(=O)(=O)C1=C(N=C(S1)N(C(CC1=CC=C(C=C1)C1=NC=CC=C1)=O)C)C N-[5-(aminosulfonyl)-4-methyl-1,3-thiazol-2-yl]-N-methyl-2-[4-(2-pyridyl)-phenyl]acetamide